(but-3-yn-1-yloxy)-5'-chloro-[1,1'-biphenyl]-3-carboxylic acid tert-butyl ester C(C)(C)(C)OC(=O)C=1C(=C(C=CC1)C1=CC=CC(=C1)Cl)OCCC#C